ClC1=CC(=C(NC2C(CN(CC2)C(=O)OC(C)(C)C)C)C=C1)O tert-butyl 4-(4-chloro-2-hydroxy-anilino)-3-methyl-piperidine-1-carboxylate